ClC=1C=C(C=CC2C(C2C(=O)OC(C2=CC(=C(C=C2)F)OC2=CC=CC=C2)C#N)(C)C)C=CC1Cl α-cyano-4-fluoro-3-phenoxybenzyl 3-(3,4-dichlorostyryl)-2,2-dimethylcyclopropanecarboxylate